COC(=O)C1=CC=C(C=C1)[C@@H]1C=C(CCN1C(=O)OCC1=CC=CC=C1)C=1C=NN(C1)C(C)C benzyl (S)-6-(4-(methoxycarbonyl) phenyl)-4-(1-isopropyl-1H-pyrazol-4-yl)-3,6-dihydropyridine-1(2H)-carboxylate